1H-pyrrole-2-carboxylic acid diethylamine salt C(C)NCC.N1C(=CC=C1)C(=O)O